2-(2,4-Dichlorophenyl)pyridin-3-yl-[1,2,4]triazolo[1,5-a]pyridin ClC1=C(C=CC(=C1)Cl)C1=NC=CC=C1C1=NN2C(C=CC=C2)=N1